C(=O)C1=CC=C(C=C1)C1C(N(C(CC1)=O)C(=O)OC(C)(C)C)=O tert-Butyl 3-(4-formylphenyl)-2,6-dioxopiperidine-1-carboxylate